O=C1N(C(C=C1)=O)CC(=O)N[C@@H](CO)C(=O)O N-[(2,5-dioxo-2,5-dihydro-1H-pyrrol-1-yl)acetyl]-L-serine